C(=O)[O-].ClC1=C(C(=C(C=C1)C1=CN=C2N1C=CN=C2NC2=CC(=C(C(=O)NCCC[N+](C)(C)C)C=C2)CC)F)F 3-(4-((3-(4-Chloro-2,3-difluorophenyl)imidazo[1,2-a]pyrazin-8-yl)amino)-2-ethylbenzamido)-N,N,N-trimethylpropan-1-aminium formate